triethoxybenzoic acid trifluoromethyl ester FC(F)(F)OC(C1=C(C(=C(C=C1)OCC)OCC)OCC)=O